4-cyclohexanedimethanol potassium [K].C1(CCC(CC1)CO)CO